C(C1=CC=CC=C1)OC[C@H](O)[C@@H]1C[C@@H]2[C@@H](OC(O2)(C)C)O1 (S)-2-(benzyloxy)-1-((3aR,5S,6aR)-2,2-dimethyltetrahydrofuro[2,3-d][1,3]Dioxol-5-yl)ethane-1-ol